(E)-3-(4-((E)-3-cyclopropyl-1-(1H-indazol-5-yl)-2-phenylprop-1-en-1-yl)phenyl)acrylic acid C1(CC1)C\C(=C(/C=1C=C2C=NNC2=CC1)\C1=CC=C(C=C1)/C=C/C(=O)O)\C1=CC=CC=C1